C(C1=CC=CC=C1)OC1=C(C(=O)NC2=CC(=CC=C2)NS(=O)(=O)C)C=CC(=C1)OCCCN1CCCC1 2-(benzyloxy)-N-(3-(methylsulfonamido)phenyl)-4-(3-(pyrrolidin-1-yl)propoxy)benzamide